3,5-dichloro-4-bromopyridine ClC=1C=NC=C(C1Br)Cl